BrC=1C(=C2C(=NC1)NC(=N2)C2=CC=C(C=C2)N2CCN(CC2)CCCCOC)NC2CCN(CC2)CC 6-Bromo-N-(1-ethylpiperidin-4-yl)-2-{4-[4-(4-methoxybutyl)piperazin-1-yl]phenyl}-3H-imidazo[4,5-b]pyridin-7-amine